C(=O)(O)C1=C(C=CC=C1C(=O)O)C1=CC=C2COC(=O)C2=C1 6-(2,3-dicarboxyphenyl)phthalide